C1CCC2=C(C=3CCCC3C=C12)NC(=O)NS(=O)(=O)/C=C/[C@@H]1N(CCC1)C1CC2C(CN(C2)C(=O)OC(C)(C)C)C1 tert-butyl 5-((R)-2-((E)-2-(N-((1,2,3,5,6,7-hexahydro-s-indacen-4-yl)carbamoyl)sulfamoyl)vinyl)pyrrolidin-1-yl)hexahydrocyclopenta[c]pyrrole-2(1H)-carboxylate